trans-N-[6-(2-naphthyl)pyridazin-3-yl]-3-(tetrahydropyran-4-ylmethyl)-3-azabicyclo[3.1.0]hexane-6-amine C1=C(C=CC2=CC=CC=C12)C1=CC=C(N=N1)NC1C2CN(CC12)CC1CCOCC1